The molecule is an alpha-D-GalpNAc-(1->3)-D-GalpNAc having beta-configuration at the reducing end anomeric centre. It has a role as an antigen and an epitope. CC(=O)N[C@@H]1[C@H]([C@H]([C@H](O[C@@H]1O[C@@H]2[C@H]([C@@H](O[C@@H]([C@@H]2O)CO)O)NC(=O)C)CO)O)O